4-(4-hydroxybutoxy)-3,5-dimethylbenzaldehyde OCCCCOC1=C(C=C(C=O)C=C1C)C